C(C)(C)(C)C=1C=CC=C(C1C(=O)O)O 6-tert-butylsalicylic acid